BrC1=NC=NC2=C(C=CC=C12)F 4-bromo-8-fluoroquinazoline